5-{[(3,5-dichlorophenyl)methyl]sulfonylamino}-1,3-thiazole-4-carboxylic acid ClC=1C=C(C=C(C1)Cl)CS(=O)(=O)NC1=C(N=CS1)C(=O)O